FC(CNC(O)=O)F.C(C)NC1=CC(=C(C(=C1)Cl)OC=1C=C2C(=CC=NC2=CC1)CC)Cl Ethyl-3,5-dichloro-4-((4-ethylquinolin-6-yl)oxy)aniline (2,2-Difluoroethyl)carbamate